2,6-xylyl phosphorodichloridate P(OC1=C(C=CC=C1C)C)(=O)(Cl)Cl